NC=1N=C(C2=C(N1)C=NN2CC=2C=C(C=CC2OC)CO)NCC2CC1(CC1)C2 (3-((5-amino-7-((spiro[2.3]hexan-5-ylmethyl)amino)-1H-pyrazolo[4,3-d]pyrimidin-1-yl)methyl)-4-methoxyphenyl)methanol